N-[6-(difluoromethyl)-2-pyridyl]-2-[1-[2-[4-[4-(3-fluoro-2,6-dioxo-3-piperidyl)phenyl]-1-piperidyl]acetyl]-4-piperidyl]-7-isopropoxy-imidazo[1,2-a]pyridine-6-carboxamide FC(C1=CC=CC(=N1)NC(=O)C=1C(=CC=2N(C1)C=C(N2)C2CCN(CC2)C(CN2CCC(CC2)C2=CC=C(C=C2)C2(C(NC(CC2)=O)=O)F)=O)OC(C)C)F